benzyloxy-2-bromo-N-(4,4-difluorocyclohexyl)-4-fluoro-aniline C(C1=CC=CC=C1)ON(C1=C(C=C(C=C1)F)Br)C1CCC(CC1)(F)F